C(C)(C)(C)OC(=O)N1CC2(CCC2)C[C@H]1[C@@H](C(=O)O)C1=CC=C(C=C1)Cl (S)-2-((S)-6-(tert-butoxycarbonyl)-6-azaspiro[3.4]octan-7-yl)-2-(4-chlorophenyl)acetic acid